C(C)(C)(C)S(=O)N (-)-t-Butylsulfinamide